tert-butyl 3-{8-[(3-methoxynaphthalen-1-yl)oxy]-7-methyl-2-[(tetrahydro-1H-pyrrolizin-7a(5H)-yl)methoxy]-7H-purin-6-yl}-3,8-diazabicyclo[3.2.1]octane-8-carboxylate COC=1C=C(C2=CC=CC=C2C1)OC1=NC2=NC(=NC(=C2N1C)N1CC2CCC(C1)N2C(=O)OC(C)(C)C)OCC21CCCN1CCC2